α-(4-methylbenzyl)-proline CC1=CC=C(C[C@@]2(NCCC2)C(=O)O)C=C1